C(C)(C)N(CCCN(C(C)C)C(C)C)C(C)C N,N,N',N'-tetraisopropyl-1,3-propylenediamine